N-(8,9-difluoro-6-oxo-1,4,5,6-tetrahydro-2H-pyrano[3,4-c]isoquinolin-1-yl)-3-(4-fluorophenoxy)-N-methylbenzamide FC=1C(=CC=2C3=C(NC(C2C1)=O)COCC3N(C(C3=CC(=CC=C3)OC3=CC=C(C=C3)F)=O)C)F